C(C)(=O)OC1=CC=C2C3=C(COC2=C1)C=CC=C3 6H-benzo[c]chromen-3-yl acetate